FC(CNC(=O)N1C2CNCC1CC2)(F)F 8-(2,2,2-trifluoroethylcarbamoyl)-3,8-diazabicyclo[3.2.1]octane